phenyl 4-((4-formylphenoxy)methyl)benzoate C(=O)C1=CC=C(OCC2=CC=C(C(=O)OC3=CC=CC=C3)C=C2)C=C1